C(C)(C)(C)S(=O)NC(CC)C1=NC=CC(=C1)NS(=O)(=O)C1CC1 N-(2-(1-((tert-butylsulfinyl)amino)propyl)pyridin-4-yl)cyclopropanesulfonamide